BrC1=CC2=C(C(=N1)NC=1C=CC(=C(C(=O)NC)C1)C)N(C=N2)C(C)C 5-((6-bromo-3-isopropyl-3H-imidazo[4,5-c]pyridin-4-yl)amino)-N,2-dimethylbenzamide